4-[(4-methoxyphenyl)methoxy]-6-[5-[2-methoxy-4-(trifluoromethoxy)phenoxy]-3-methyl-2-(trifluoromethyl)-4-pyridinyl]-2-methyl-pyridine-3-carboxylic acid ethyl ester C(C)OC(=O)C=1C(=NC(=CC1OCC1=CC=C(C=C1)OC)C1=C(C(=NC=C1OC1=C(C=C(C=C1)OC(F)(F)F)OC)C(F)(F)F)C)C